4-[[2-fluoro-4-(trifluoromethyl)phenyl]methylamino]-N-methyl-3-(4,4,5,5-tetramethyl-1,3,2-dioxaborolan-2-yl)benzenesulfonamide FC1=C(C=CC(=C1)C(F)(F)F)CNC1=C(C=C(C=C1)S(=O)(=O)NC)B1OC(C(O1)(C)C)(C)C